CC(C(=O)O)CCCCCCCCCCCCCCCC.C(CCCCCCCCCCCCCCCCC)(=O)OC methyl stearate (methyl octadecanoate)